(3S,4S)-1-(4-((8-isopropyl-5-((2R,3S)-2-methyl-3-((methylsulfonyl)methyl)azetidin-1-yl)quinazolin-2-yl)amino)pyridin-2-yl)-4-methoxypiperidin-3-ol C(C)(C)C=1C=CC(=C2C=NC(=NC12)NC1=CC(=NC=C1)N1C[C@@H]([C@H](CC1)OC)O)N1[C@@H]([C@H](C1)CS(=O)(=O)C)C